FC=1C=C(CN2C[C@H](CC2)C(=O)N2C3=C(OCC2)C(=CN=C3)C3OC2=C(C3)C=C(C=C2)C#N)C=CC1 2-(4-((S)-1-(3-fluorobenzyl)pyrrolidine-3-carbonyl)-3,4-dihydro-2H-pyrido[4,3-b][1,4]oxazin-8-yl)-2,3-dihydrobenzofuran-5-carbonitrile